S1C(=NC2=C1C=CC=C2)NC2=C(C1=C(N=N2)N(CCC1)C1=CC=C(C(=N1)C(=O)O)C=1C=NN(C1C)CC12CC3(CC(CC(C1)C3)C2)OCCN2CCOCC2)C 6-[3-(1,3-benzothiazol-2-ylamino)-4-methyl-6,7-dihydro-5H-pyrido[2,3-c]pyridazin-8-yl]-3-[5-methyl-1-[[3-(2-morpholinoethoxy)-1-adamantyl]methyl]pyrazol-4-yl]pyridine-2-carboxylic acid